C(C)(C)(C)OC(=O)N1C(=CC=2C1=NC(=CC2)Cl)C2=C(C=CC(=C2)C(F)(F)F)C(F)(F)F 2-(2,5-bis(trifluoromethyl)phenyl)-6-chloro-1H-pyrrolo[2,3-b]pyridine-1-carboxylic acid tert-butyl ester